2-(3,5-dichloro-4-(6-((6-methylpyrimidin-4-yl)amino)-1H-pyrazolo[4,3-c]pyridin-1-yl)phenyl)propan-2-ol ClC=1C=C(C=C(C1N1N=CC=2C=NC(=CC21)NC2=NC=NC(=C2)C)Cl)C(C)(C)O